IC1=C(C=CC=C1)C1(CCN(CC1)C(=O)OC(C)(C)C)C#N tert-butyl 4-(2-iodophenyl)-4-cyanopiperidine-1-carboxylate